BrC1=C(C=C(C=C1)S(=O)(=O)CC)F 1-bromo-4-(ethylsulfonyl)-2-fluorobenzene